N-(3-aminopropanoyl)-S-benzoyl-L-cysteine trifluoroacetic acid salt FC(C(=O)O)(F)F.NCCC(=O)N[C@@H](CSC(C1=CC=CC=C1)=O)C(=O)O